1-((3-((1R,2S,5S,6R)-3-(3-chlorophenyl)-2-methyl-3-azabicyclo[3.1.0]hexane-6-yl)-1,2,4-oxadiazol-5-yl)methyl)-7-methyl-1,7-dihydro-6H-purin-6-one ClC=1C=C(C=CC1)N1[C@H]([C@H]2[C@@H]([C@H]2C1)C1=NOC(=N1)CN1C=NC=2N=CN(C2C1=O)C)C